SC1=C(C#N)C(=CC(=N1)C1=CN=NC=C1)C1=CC=CC=C1 2-mercapto-4-phenyl-6-(pyridazin-4-yl)nicotinonitrile